[Si](C1=CC=CC=C1)(C1=CC=CC=C1)(C(C)(C)C)O[C@]1(CN(CCOC1)C1=NC(=NC(=N1)Cl)O[C@H](C)[C@H]1N(CC[C@H]1F)C(=O)OC(C)(C)C)C |&1:33| Tert-butyl (2R,3R)-2-[(1RS)-1-({4-[(6S)-6-[(tert-butyldiphenylsilyl)oxy]-6-methyl-1,4-oxazepan-4-yl]-6-chloro-1,3,5-triazin-2-yl}oxy)ethyl]-3-fluoropyrrolidine-1-carboxylate